CN1N=CC(=C1)N(C[C@H]1OCCC1)S(N)(=O)=O 1-methyl-4-[sulfamoyl-[[(2S)-tetrahydrofuran-2-yl]methyl]amino]-pyrazole